ClC=1C=C(N)C=C(C1)CC=1C=NN(C1)COCC[Si](C)(C)C 3-chloro-5-((1-((2-(trimethylsilyl)ethoxy)methyl)-1H-pyrazol-4-yl)methyl)aniline